O(N)N1[C@@H](CCC1)C(=O)O Aminoxyproline